6-(2-fluorophenyl)-3-((1-(3-(4-fluorophenyl)propionyl)-4-hydroxypiperidin-4-yl)methyl)pyrimidin-4(3H)-one FC1=C(C=CC=C1)C1=CC(N(C=N1)CC1(CCN(CC1)C(CCC1=CC=C(C=C1)F)=O)O)=O